(3S)-N-(2-(2,6-dioxopiperidin-3-yl)-1-oxoisoindolin-5-yl)-3-methylindoline-1-carboxamide O=C1NC(CCC1N1C(C2=CC=C(C=C2C1)NC(=O)N1C[C@H](C2=CC=CC=C12)C)=O)=O